2-chloro-6,7-difluoro-1,3-benzoxazole ClC=1OC2=C(N1)C=CC(=C2F)F